C1=NCC12CCN(CC2)C(=O)[O-] 2,7-diazaspiro[3.5]nonene-7-carboxylate